2,6-dihydroxy-4-methylpyridine OC1=NC(=CC(=C1)C)O